C1(=CC=CC=C1)C(C(=O)OC)N1N=CC(=C1)B1OC(C(O1)(C)C)(C)C methyl 2-phenyl-2-(4-(4,4,5,5-tetramethyl-1,3,2-dioxaborolan-2-yl)-1H-pyrazol-1-yl)acetate